C(C)N(S(=O)(=O)CC)CCN1CCC(CC1)C1=NOC2=C1C=CC(=C2)F N-ethyl-N-{2-[4-(6-fluoro-1,2-benzisoxazol-3-yl)piperidin-1-yl]ethyl}ethanesulfonamide